(R)-N-(1-(4-chlorophenyl)-2,2,2-trifluoroethyl)-1,3,3-trimethyl-2-oxo-2,3-dihydro-1H-pyrrolo[2,3-b]pyridine-5-sulfonamide ClC1=CC=C(C=C1)[C@H](C(F)(F)F)NS(=O)(=O)C=1C=C2C(=NC1)N(C(C2(C)C)=O)C